5-[azepan-4-yl]-5-azaspiro[2.5]octane dihydrochloride Cl.Cl.N1CCC(CCC1)N1CC2(CC2)CCC1